methyl 2-bromo-3-methyl-pyridine-4-carboxylate BrC1=NC=CC(=C1C)C(=O)OC